FC1=C(OC2=CC=C(C=C2)C2=NN(C3=C2C=NC=C3)[C@H]3CN(CC3)C(C=C)=O)C=CC=C1OC (R)-1-(3-(3-(4-(2-fluoro-3-methoxyphenoxy)phenyl)-1H-pyrazolo[4,3-c]pyridin-1-yl)pyrrolidin-1-yl)prop-2-en-1-one